BrC(CC1=CC=CC=C1)Br Dibromoethylbenzene